C(C1=CC=CC=C1)OC(N[C@@H](C)C=C)=O ((S)-but-3-en-2-yl)carbamic acid benzyl ester